Cl.NC=1C=C(C2=C(C=CB(O2)O)C1)F 6-amino-8-fluoro-2H-benzo[e][1,2]oxaborinin-2-ol hydrochloride